C(C)(=O)N(C=1SC2=C(C1C(=O)NC)C=CC(=C2CN(C)C)O)CC2=CC=CC=C2 2-[acetyl(benzyl)amino]-7-[(dimethylamino)methyl]-6-hydroxy-N-methyl-1-benzothiophene-3-carboxamide